C(C)(C)OC=1C=C(C=CC1)C1(C2=C(NC=3N=CC(=C(C13)C#N)C=C)CC(CC2=O)(C)C)C 5-(3-isopropoxyphenyl)-5,8,8-trimethyl-6-oxo-3-vinyl-9,10-dihydro-7H-benzo[b][1,8]naphthyridine-4-carbonitrile